1-(4-methoxybenzyl)-3-(2-(3-(piperidin-1-yl)benzoyl)-2-azaspiro[3.3]hept-6-yl)urea COC1=CC=C(CNC(=O)NC2CC3(CN(C3)C(C3=CC(=CC=C3)N3CCCCC3)=O)C2)C=C1